pyridin-2-yl-(5-(pyridin-4-ylmethyl)-1-((2-(trimethylsilyl)ethoxy)methyl)-1H-imidazol-2-yl)methanol N1=C(C=CC=C1)C(O)C=1N(C(=CN1)CC1=CC=NC=C1)COCC[Si](C)(C)C